[C@H]12CN(C[C@H](CC1)N2)C=2C1=C(N=C(N2)OCC23CCCN3CC(C2)F)C(=C(N=C1)C1=CC=CC2=CC=C(C(=C12)Cl)F)F 4-((1R,5S)-3,8-diazabicyclo[3.2.1]octan-3-yl)-7-(8-chloro-7-fluoronaphthalen-1-yl)-8-fluoro-2-((2-fluorotetrahydro-1H-pyrrolizin-7a(5H)-yl)methoxy)pyrido[4,3-d]pyrimidine